ClC1=C(C=CC=2N(N=NC21)C)[C@H](CC(=O)O)C=2C=C(C1=C(C=CS1)C2)CN2C[C@H](OC1=C([C@@H]2C)N=CC=C1)CC (3R)-3-(4-chloro-1-methyl-1H-benzotriazol-5-yl)-3-(7-{[(2R,5S)-2-ethyl-5-methyl-2,3-dihydropyrido[2,3-f][1,4]oxazepin-4(5H)-yl]methyl}-1-benzothiophen-5-yl)propanoic acid